2-chloro-3-methylthiazol-3-ium triflate [O-]S(=O)(=O)C(F)(F)F.ClC=1SC=C[N+]1C